C(C)(C)(C)OC(=O)NCC1=CC=C(C=C1)NC(=O)C1=CC2=C(OCCC3=C2SC=C3)C=C1C1=C(C=C(C=C1)C1=CC=C(C=C1)OC)C(=O)O 4-(9-((4-(((tert-butoxycarbonyl)amino)methyl)phenyl)carbamoyl)-4,5-dihydrobenzo[b]thieno[2,3-d]oxepin-8-yl)-4'-methoxy-[1,1'-biphenyl]-3-carboxylic acid